4-(5-(chloromethyl)-3-phenylisoxazol-4-yl)benzenesulfonamide ClCC1=C(C(=NO1)C1=CC=CC=C1)C1=CC=C(C=C1)S(=O)(=O)N